6-methyl-1,2,3,4-tetrahydronaphthalen CC=1C=C2CCCCC2=CC1